FC1=C(C=CC=C1C[C@@H]1N(CC[C@@H]1NS(=O)(=O)CC)C(=O)Cl)C1=CC(=CC=C1)F (2S,3S)-2-((2,3'-difluorobiphenyl-3-yl)methyl)-3-((ethylsulfonyl)amino)pyrrolidine-1-carbonyl chloride